FC(C(=O)OCC)C ethyl fluoropropionate